ClC=1C=C(C=CC1)NC([C@H](C(C)C)NC(CN1N=C(C2=CC=CC=C12)C(=O)N)=O)=O (S)-1-(2-((1-((3-chlorophenyl)amino)-3-methyl-1-oxobutan-2-yl)amino)-2-oxoethyl)-1H-indazole-3-carboxamide